C1(=CC=CC=C1)SC=1C=2N(C(=NC1)N1CCC3(CCC[C@H]3N)CC1)C=NN2 (R)-8-(8-(phenylthio)-[1,2,4]triazolo[4,3-c]pyrimidin-5-yl)-8-azaspiro[4.5]decan-1-amine